OC1CCC(CC1)N1N=C2C=NC(=CC2=C1)C=1C(=NC(=CC1)C(F)(F)F)C(=O)N [2-(4-hydroxycyclohexyl)pyrazolo[3,4-c]pyridin-5-yl]-6-(trifluoromethyl)pyridine-2-carboxamide